FC1=C(C=CC=C1)C1=NC(=NC(=C1C=O)NC1=C(C=CC=C1)Cl)S(=O)(=O)C 4-(2-fluorophenyl)-6-(2-chloro-phenylamino)-2-methylsulfonyl-pyrimidine-5-carbaldehyde